3-[2,4-bis[(3S)-3-methylmorpholin-4-yl]pyrido[2,3-d]pyrimidin-7-yl]benzoic acid C[C@@H]1N(CCOC1)C=1N=C(C2=C(N1)N=C(C=C2)C=2C=C(C(=O)O)C=CC2)N2[C@H](COCC2)C